methyl 3-chloro-5-((difluoromethyl) thio)benzoate ClC=1C=C(C(=O)OC)C=C(C1)SC(F)F